O1CCN(CC1)CC1(CCC1)CO (1-(morpholinomethyl)cyclobutyl)methanol